(1R,2R)-2-cyclopropyl-6-hydroxy-1,2,3,4-tetrahydronaphthalene C1(CC1)[C@H]1CC2=CC=C(C=C2CC1)O